NC=1C=CC(=NC1NC1=CC=NC=C1)N1CCN(C2(CC2)C1)C(=O)OC(C)(C)C tert-butyl 7-{5-amino-6-[(pyridin-4-yl)amino]pyridin-2-yl}-4,7-diazaspiro[2.5]octane-4-carboxylate